(S)-5-(2-fluoro-6-hydroxy-4-(((tetrahydro-2H-pyran-3-yl)amino)methyl)phenyl)-1,2,5-thiadiazolidin-3-one 1,1-dioxide FC1=C(C(=CC(=C1)CN[C@@H]1COCCC1)O)N1CC(NS1(=O)=O)=O